NC1=C2C(=NC=N1)N(N=C2C2=CC(=C(C=C2)NC(=O)NC2=CC(=NO2)C(C)(C)C)F)C2CCC2 1-(4-(4-amino-1-cyclobutyl-1H-pyrazolo[3,4-d]pyrimidin-3-yl)-2-fluorophenyl)-3-(3-(tert-butyl)isoxazol-5-yl)urea